S1C(=CC2=C1C=CC=C2)C2=CC=C(C=C2)N(C2=CC=C(C=C2)C2=CC=C(C=C2)C2=CC=CC1=CC=CC=C21)C2=CC=C(C=C2)C=2SC1=C(N2)C=CC=C1 (4-Benzothien-2-yl-phenyl)-(4-benzothiazol-2-yl-phenyl)-(4'-naphthalen-1-yl-biphenyl-4-yl)amine